IC1(C(=O)N(C(C1)=O)O)C1=CC=CC=C1 iodophenyl-N-hydroxysuccinimide